F[Sb-](F)(F)(F)(F)F.[Ir+].C1=CCCC=CCC1.C1=CCCC=CCC1 bis(1,5-cyclooctadiene) iridium (I) hexafluoroantimonate